BrC1=CC=C(C(=C1)C1=CC=C(C=C1)CN1C(=NC2(C1=O)COCC2)CCC)C#N 5-bromo-4'-((4-oxo-2-propyl-7-oxa-1,3-diazaspiro[4.4]non-1-en-3-yl)methyl)biphenyl-2-carbonitrile